N[C@@H](COC1=NC(=NC(=C1)C1=C(C=CC=C1CC)CC)NS(=O)(=O)C=1C=C(C(=O)O)C=CC1)CC(C)C 3-[[4-[(2R)-2-Amino-4-methyl-pentoxy]-6-(2,6-diethylphenyl)pyrimidin-2-yl]sulfamoyl]benzoic acid